([[1,1'-biphenyl]-4-ylmethyl](m-tolyl)amino)-1-(3-(4-chloro-3,5-dimethylphenoxy)propyl)-1H-pyrrole-2-carboxylic acid C1(=CC=C(C=C1)CN(C=1C=C(C=CC1)C)C1=C(N(C=C1)CCCOC1=CC(=C(C(=C1)C)Cl)C)C(=O)O)C1=CC=CC=C1